C(#N)C1=CC(=C(C=C1)C1(OC(C2=C(O1)C=CC=C2)C2CCNCC2)C)F 4-(2-(4-cyano-2-fluorophenyl)-2-methylbenzo[d][1,3]dioxan-4-yl)piperidine